3,5-Dicaffeoylquinic acid O=C(/C=C/C1C=CC(O)=C(O)C=1)O[C@@H]1C[C@](O)(C(=O)O)C[C@@H](OC(=O)/C=C/C2C=CC(O)=C(O)C=2)[C@H]1O